8-bromo-7-(2-butyn-1-yl)-3-methyl-1-((4-methyl-quinazoline-2-yl)methyl)-3,7-dihydro-1H-purine BrC1N=C2N(CN(C=C2N1CC#CC)CC1=NC2=CC=CC=C2C(=N1)C)C